triphenylphosphonium tetrakis(pentafluorophenyl)borate FC1=C(C(=C(C(=C1[B-](C1=C(C(=C(C(=C1F)F)F)F)F)(C1=C(C(=C(C(=C1F)F)F)F)F)C1=C(C(=C(C(=C1F)F)F)F)F)F)F)F)F.C1(=CC=CC=C1)[PH+](C1=CC=CC=C1)C1=CC=CC=C1